FC1=CC2=C(N=NN(C2=O)CC(=O)N[C@@H](C)C2=CC=C(C=C2)OC(F)(F)F)C=C1 (S)-2-(6-fluoro-4-oxo-benzo[d][1,2,3]triazin-3(4H)-yl)-N-(1-(4-(trifluoromethoxy)phenyl)ethyl)acetamide